N1=C(C=CC2=CC=CC=C12)C1=NC2=C(C(=CC=C2C=C1)Br)C quinolinyl-(7-Bromo-8-methylquinoline)